ClC1=C(C=CC=C1)N1C(N=C(C2=CC=C(C=C12)OC(F)(F)F)N[C@@H]1[C@@H](C1)F)=O 1-(2-Chlorophenyl)-4-(((1S,2R)-2-fluorocyclopropyl)amino)-7-(trifluoromethoxy)quinazolin-2(1H)-one